C1(CC1)OC1=C(C(=C(C(=C1F)F)F)OC1CC1)S(=O)(=O)N1C[C@@H](CCC1)N1N=C(C=2C1=NC=NC2N)C2=CC=C(C=C2)OC2=CC=CC=C2 (R)-1-(1-((2,6-dicyclopropoxy-3,4,5-trifluorophenyl)sulfonyl)piperidin-3-yl)-3-(4-phenoxyphenyl)-1H-pyrazolo[3,4-d]pyrimidin-4-amine